2-(3,3-difluorocyclobutyl)-N-(3-(3,3-difluorocyclobutyl)-1-(2-hydroxy-2-methylpropyl)-4-methyl-1H-pyrazol-5-yl)acetamide FC1(CC(C1)CC(=O)NC1=C(C(=NN1CC(C)(C)O)C1CC(C1)(F)F)C)F